C(C)S(=O)(=O)C=1C=CC(=NC1C1=NC2=C(C=NC(=C2)C(F)(F)F)N1C)C(=O)O 5-(Ethylsulfonyl)-6-[3-methyl-6-(trifluoromethyl)-3H-imidazo[4,5-c]pyridin-2-yl]pyridine-2-carboxylic acid